NC1=NN2C(N=CC=C2)=C1C(=O)N[C@@H](C)C=1N(C(C=2C(=CC=C3C2C1CO3)C#C)=O)C3=CC=CC=C3 (S)-2-amino-N-(1-(6-ethynyl-5-oxo-4-phenyl-4,5-dihydro-2H-furo[4,3,2-de]isoquinolin-3-yl)ethyl)pyrazolo[1,5-a]pyrimidine-3-carboxamide